2-(3-isopropyl-1-methyl-5-pyrazolylcarbonylamino)-5,5-dimethyl-3-hexenoic acid C(C)(C)C1=NN(C(=C1)C(=O)NC(C(=O)O)C=CC(C)(C)C)C